2-cyano-4-methoxyphenylhydrazine C(#N)C1=C(C=CC(=C1)OC)NN